BrC1=C(C(=CC(=C1C)F)Br)C1OCCO1 2-(2,6-dibromo-4-fluoro-3-methyl-phenyl)-1,3-dioxolane